4-(4-(4-oxopiperidin-1-yl)phenyl)piperidine-2,6-dione O=C1CCN(CC1)C1=CC=C(C=C1)C1CC(NC(C1)=O)=O